N-hydroxycyclopropanecarboxamide ONC(=O)C1CC1